C1(=CC=CC=C1)NC(OC1=NC(=NS1)SC)=O (3-(methylthio)-1,2,4-thiadiazol-5-yl) phenylcarbamate